2-(5-chloro-2-(pyridin-3-yl)phenyl)-4,6-diphenyl-1,3,5-triazine ClC=1C=CC(=C(C1)C1=NC(=NC(=N1)C1=CC=CC=C1)C1=CC=CC=C1)C=1C=NC=CC1